Trans-N-(4-{[6-(5-chloro-2-fluorophenyl)-3-[(3-hydroxycyclobutyl)methoxy]pyridazin-4-yl]amino}pyridin-2-yl)-3-(4-methylpiperazin-1-yl)cyclobutane-1-carboxamide ClC=1C=CC(=C(C1)C1=CC(=C(N=N1)OCC1CC(C1)O)NC1=CC(=NC=C1)NC(=O)[C@@H]1C[C@H](C1)N1CCN(CC1)C)F